2-(4-chloro-1-(1-(methoxymethyl)cyclopropyl)-1H-pyrazol-5-yl)-4-(4-(1-ethyl-4-(trifluoromethyl)-1H-imidazol-2-yl)-3-fluorobenzyl)-6,7-dihydropyrazolo[1,5-a]pyrimidin-5(4H)-one ClC=1C=NN(C1C1=NN2C(N(C(CC2)=O)CC2=CC(=C(C=C2)C=2N(C=C(N2)C(F)(F)F)CC)F)=C1)C1(CC1)COC